N-t-butoxycarbonyl-(S)-1,2,3,4-tetrahydroisoquinoline-3-acetic acid C(C)(C)(C)OC(=O)N1CC2=CC=CC=C2C[C@H]1CC(=O)O